OC(CCO)CCCC 3-hydroxy-heptanol